BrC=1C(=C(C=CC1)C(C(=O)OC)C)OCOC methyl 2-(3-bromo-2-(methoxymethoxy)phenyl)propanoate